NC=1SC(=CN1)C(=O)NC1=C(C=C(C(=C1)C(NC1=NC=C(C=C1)O[C@@H]1COCC1)=O)F)C 2-Amino-N-[4-fluoro-2-methyl-5-[[5-[(3S)-oxolan-3-yl]oxypyridin-2-yl]carbamoyl]phenyl]-1,3-thiazole-5-carboxamide